tert-butyl (S)-(3,4-dihydro-2H-pyrano[3,2-b]pyridin-4-yl)carbamate O1CC[C@@H](C2=NC=CC=C21)NC(OC(C)(C)C)=O